CN([C@H]1CN(CC1)C(=O)OC(C)(C)C)C(C)(C#C)C tert-butyl (R)-3-(methyl(2-methylbut-3-yn-2-yl)amino)pyrrolidine-1-carboxylate